CC1=C(N=C2N(C1=O)C=C(C=C2C(C)NC2=C(C(=O)OC(C)(C)C)C=CC=C2)C)C=2C=NC=CC2 tert-butyl 2-((1-(3,7-dimethyl-4-oxo-2-(pyridin-3-yl)-4H-pyrido[1,2-a]pyrimidin-9-yl)ethyl)amino)benzoate